2-amino-4-[4-(oxetan-3-yloxy)phenyl]-6-(3-pyridyl-methylsulfanyl)pyridine-3,5-dicarbonitrile NC1=NC(=C(C(=C1C#N)C1=CC=C(C=C1)OC1COC1)C#N)SCC=1C=NC=CC1